CNC(C1=C(C=C(C=C1)NC1=NC=C(C(=N1)NCC1=NC=CN=C1N(S(=O)(=O)C)C)C(F)(F)F)C)=O N,2-dimethyl-4-({4-[({3-[methyl(methylsulfonyl)amino]pyrazin-2-yl}methyl)amino]-5-(trifluoromethyl)pyrimidin-2-yl}amino)benzamide